1-(pyrazin-2-yl)ethane-1-amine N1=C(C=NC=C1)C(C)N